octane-2,4-dione CC(CC(CCCC)=O)=O